3,6-dichloro-1,2,4-triazin-5-amine ClC=1N=NC(=C(N1)N)Cl